(S)-N-(2-(1-(4-chlorophenyl)ethoxy)-4-(4,4,5,5-tetramethyl-1,3,2-dioxaborolan-2-yl)phenyl)-1,1-difluoromethanesulfonamide ClC1=CC=C(C=C1)[C@H](C)OC1=C(C=CC(=C1)B1OC(C(O1)(C)C)(C)C)NS(=O)(=O)C(F)F